C(C)(C)(C)OC(NC1CCN(CC1)C1=C(C=NC2=CC=C(C=C12)C1=C(C(=CC(=C1)F)F)N)C1=CC(=CC(=C1)F)F)=O {1-[6-(2-amino-3,5-difluoro-phenyl)-3-(3,5-difluoro-phenyl)quinolin-4-yl]-piperidin-4-yl}-carbamic acid tert-butyl ester